BrC1=NC=CC=C1O[C@@H](/C=C/C(=O)OCC)C ethyl (2E,4R)-4-[(2-bromopyridin-3-yl)oxy]pent-2-enoate